[S-2].[Hf+4].[S-2] hafnium sulfide